[2H-].[Y+3].[2H-].[2H-] Yttrium deuterid